[Br-].C(C(=C)C)(=O)OCCN1C(C=C(C=C1)C1=CC(=NC=C1)C)C 1-(2-(methacryloyloxy)ethyl)-2,2'-dimethyl-4,4'-bipyridine bromide